C1(CCCC1)C1N(C(OC1)=O)C=1C=C(C2=C(N=C(N=C2)S(=O)(=O)C)N1)C#C[Si](C(C)C)(C(C)C)C(C)C 4-Cyclopentyl-3-{2-methanesulfonyl-5-[2-(triisopropylsilyl)ethynyl]pyrido[2,3-d]pyrimidin-7-yl}-1,3-oxazolidin-2-one